C(C)(C)OC(=O)N1[C@H](CN(CC1)CC1=C(C(=CC(=C1)C)NC=1OC(=NN1)C)C)C (2S)-4-[[2,5-dimethyl-3-[(5-methyl-1,3,4-oxadiazol-2-yl)amino]phenyl]methyl]-2-methyl-piperazine-1-carboxylic acid isopropyl ester